4-[4-[[1-(2-hydroxyethyl)-4-piperidinyl]methyl]-3,5-dimethoxy-phenyl]-1-[(4-methoxyphenyl)methyl]-6-methyl-pyrazolo[3,4-c]pyridin-7-one OCCN1CCC(CC1)CC1=C(C=C(C=C1OC)C=1C2=C(C(N(C1)C)=O)N(N=C2)CC2=CC=C(C=C2)OC)OC